N-(4-(2-(4-chlorophenyl)but-3-yn-2-yl)oxazol-2-yl)-2,6-difluoro-4-(piperazin-1-yl)benzamide ClC1=CC=C(C=C1)C(C)(C#C)C=1N=C(OC1)NC(C1=C(C=C(C=C1F)N1CCNCC1)F)=O